bromophosphate P(=O)([O-])([O-])Br